1-Morpholino-6-oxo-4-(toluenesulfonyloxy)-1,6-dihydropyridine-3-carboxylic acid methyl ester COC(=O)C1=CN(C(C=C1OS(=O)(=O)CC1=CC=CC=C1)=O)N1CCOCC1